3-[({[(1,1-dimethylethyl)oxy]Carbonyl}amino)methyl]-3-hydroxyazetidine-1-carboxylic acid phenylmethyl ester C1(=CC=CC=C1)COC(=O)N1CC(C1)(O)CNC(=O)OC(C)(C)C